ClC=1C=C2C[C@](C(C2=CC1)=NN=C)(C(=O)OC)O Methyl (S)-5-chloro-2-hydroxy-1-(methylenehydrazineylidene)-2,3-dihydro-1H-indene-2-carboxylate